pyrimidin-4-yl-urea N1=CN=C(C=C1)NC(=O)N